BrC=1C=C(C2=C3N(N=C2C1F)CCN(C3)C(CO)=O)C3=NN(C=C3)C 1-(8-bromo-7-fluoro-10-(1-methyl-1H-pyrazol-3-yl)-3,4-dihydropyrazino[1,2-b]indazol-2(1H)-yl)-2-hydroxyethan-1-one